[(1R,3S)-3-(tert-butoxycarbonylamino)cyclopentyl]methyl methanesulfonate CS(=O)(=O)OC[C@H]1C[C@H](CC1)NC(=O)OC(C)(C)C